C(#N)C1(CC1)C=1C=C(C=CC1)C1=CC=C(C=C1)[C@H](C(=O)N)NC(=O)NC=1N=C(SC1)C#C (R)-2-(3'-(1-Cyanocyclopropyl)-[1,1'-biphenyl]-4-yl)-2-(3-(2-ethynylthiazol-4-yl)ureido)acetamide